BrC=1C=C2C(C(NC2=C2C1CCC2)=O)=O 5-bromo-1,6,7,8-tetrahydrocyclopenta[g]indole-2,3-dione